(S)-2-(7-(isopropoxycarbonyl(methyl)amino)dibenzo[b,d]thiophene-3-sulfonamido)-3-methyl-butanoic acid C(C)(C)OC(=O)N(C1=CC2=C(C3=C(S2)C=C(C=C3)S(=O)(=O)N[C@H](C(=O)O)C(C)C)C=C1)C